CC1(CC(CC(C1)C)O)C 3,3,5-trimethyl-cyclohexanol